1-(9-Methyl-1,3,5,6,7,8-hexahydro-2,4,7-triaza-cyclopenta[b]naphthalen-2-yl)-2-(1-pyridin-3-yl-azetidin-3-yl)-ethanone CC1=C2C(=NC=3CCNCC13)CN(C2)C(CC2CN(C2)C=2C=NC=CC2)=O